N-(3-((6-(2,6-dichlorophenyl)-7-oxo-7H-pyrano[2,3-d]pyrimidin-2-yl)amino)phenyl)acetamide ClC1=C(C(=CC=C1)Cl)C1=CC2=C(N=C(N=C2)NC=2C=C(C=CC2)NC(C)=O)OC1=O